FC1=CC=2N(CC1)C1=C(N2)C=CC(=C1)C#CC1=C2C=C(N=CC2=C(N=C1)NC)NC(=O)C1CC1 N-(5-((3-fluoro-1,2-dihydrobenzo[4,5]imidazo[1,2-a]pyridin-8-yl)ethynyl)-8-(methylamino)-2,7-naphthyridin-3-yl)cyclopropanecarboxamide